1-(5-Chloro-1H-benzoimidazol-2-yl)-1H-pyrazole ClC1=CC2=C(NC(=N2)N2N=CC=C2)C=C1